C(C)(C)C1=C(C(=CC=C1)C(C)C)N=C N-(2,6-diisopropylphenyl)methanimin